5-(1-benzyl-1H-pyrazol-5-yl)nicotinic acid hydrochloride Cl.C(C1=CC=CC=C1)N1N=CC=C1C=1C=NC=C(C(=O)O)C1